tosyl-2'H-spiro[cyclohexane-1,1'-pyrrolo[1,2-a]quinolin]-2'-one S(=O)(=O)(C1=CC=C(C)C=C1)C=1C(C2(N3C1C=CC1=CC=CC=C31)CCCCC2)=O